1,6-dimethyl-9H-carbazole-3-formaldehyde CC1=CC(=CC=2C3=CC(=CC=C3NC12)C)C=O